N-(4,4-difluorocyclohexyl)-5-(3-((1-methylpiperidin-4-yl)oxy)quinoxalin-6-yl)-7H-pyrrolo[2,3-d]pyrimidin-2-amine FC1(CCC(CC1)NC=1N=CC2=C(N1)NC=C2C=2C=C1N=C(C=NC1=CC2)OC2CCN(CC2)C)F